FC(C1=CC=CC(=N1)NC1=C(C=NN1COCC[Si](C)(C)C)C(=O)N)(F)F 5-{[6-(trifluoromethyl)pyridin-2-yl]amino}-1-{[2-(trimethylsilyl)ethoxy]methyl}-1H-pyrazole-4-carboxamide